7-(tert-butyl)-2,5-diphenylbenzoxazole C(C)(C)(C)C1=CC(=CC=2N=C(OC21)C2=CC=CC=C2)C2=CC=CC=C2